2-((((6-(4-fluorophenyl)-4-(1-methyl-1H-pyrazol-3-yl)pyridin-3-yl)methyl)amino)methyl)acrylic acid FC1=CC=C(C=C1)C1=CC(=C(C=N1)CNCC(C(=O)O)=C)C1=NN(C=C1)C